methyl 3-(4-(2-hydroxypropan-2-yl)piperidin-1-yl)-4-(methoxymethoxy)benzoate OC(C)(C)C1CCN(CC1)C=1C=C(C(=O)OC)C=CC1OCOC